1-ethyl-3-(5-((1-(2-methyl-6-(1H-pyrazol-1-yl)pyridin-3-yl)piperidin-4-yl)methyl)isoxazol-3-yl)urea C(C)NC(=O)NC1=NOC(=C1)CC1CCN(CC1)C=1C(=NC(=CC1)N1N=CC=C1)C